CSC1=C(C=C2C=CC=NC2=C1)OB(O)O (7-(methylthio)quinolin-6-yl)boric acid